7-ethoxy-1-{[(1s,2s,5r)-4-oxo-3-azabicyclo[3.1.0]hex-2-yl]methoxy}isoquinoline-6-carboxamide C(C)OC1=C(C=C2C=CN=C(C2=C1)OC[C@@H]1[C@H]2C[C@H]2C(N1)=O)C(=O)N